C(#N)C1CCC(CC1)NC(=O)N[C@@H](C(C)C)C=1OC2=C(C1C)C=C(C=C2)F (S)-1-(4-cyanocyclohexyl)-3-(1-(5-fluoro-3-methylbenzofuran-2-yl)-2-methylpropyl)urea